C(C)(C)(C)OC(NC12C(CC(CC1)(CC2)NC(COC2=CC(=C(C=C2)Cl)F)=O)(C)O)=O {4-[2-(4-chloro-3-fluorophenoxy)acetylamino]-2-hydroxy-2-methylbicyclo[2.2.2]octan-1-yl}carbamic acid tert-butyl ester